CN(CCOC=1C=CC2=C(NC(=N2)C2=NNC3=CC=C(C=C23)C(=O)NCCCNC(OC(C)(C)C)=O)C1)C tert-butyl (3-(3-(6-(2-(dimethylamino)ethoxy)-1H-benzo[d]imidazol-2-yl)-1H-indazole-5-carboxamido)propyl)carbamate